COC(C1=CC=C(C=C1)CN1CCC(CC1)N1CCC(CC1)[C@@H]1CCNC=2N1N=C(C2C(N)=O)C2=CC=C(C=C2)OC2=CC=CC=C2)=O (S)-4-((4-(3-carbamoyl-2-(4-phenoxyphenyl)-4,5,6,7-tetrahydropyrazolo[1,5-a]pyrimidin-7-yl)-[1,4'-bipiperidin]-1'-yl)methyl)benzoic acid methyl ester